NC1=CC=C(C(=N1)C1=C(C=C2C(=NC(=NC2=C1)OC[C@H]1N(CCC1)C)N1CCN(CC1)C(C=C)=O)Cl)C(F)(F)F (S)-1-(4-(7-(6-amino-3-(trifluoromethyl)pyridin-2-yl)-6-chloro-2-((1-methylpyrrolidin-2-yl)methoxy)quinazolin-4-yl)piperazin-1-yl)prop-2-en-1-one